3-chloro-2,3,3-trifluoropropene ClC(C(=C)F)(F)F